(4aSR,8aRS)-5,5,8a-trimethyloctahydronaphthalen-2(1H)-one CC1([C@@H]2CCC(C[C@]2(CCC1)C)=O)C |r|